1-(4-morpholinylbenzyl)butanone methyl-5-chloro-2,3-dihydro-1H-indene-4-carboxylate COC(=O)C=1C=2CCCC2C=CC1Cl.N1(CCOCC1)C1=CC=C(CCC(CC)=O)C=C1